COC1=CC=2[C@@]34C([C@H](CC2C=C1NC(=O)C1=CN=CN1C)N(CC4)C)CCCC3 N-[(1S,9S)-4-methoxy-17-methyl-17-azatetracyclo[7.5.3.01,10.02,7]heptadeca-2(7),3,5-trien-5-yl]-1-methyl-1H-imidazole-5-carboxamide